2-(3-(2-hydroxypropan-2-yl)-5-methyl-1H-pyrazol-1-yl)benzonitrile OC(C)(C)C1=NN(C(=C1)C)C1=C(C#N)C=CC=C1